C[Rh+]C1C=CC=C1 methylcyclopentadienyl-rhodium (III)